N-(2-methoxyethyl)-4-(5,6,7,8-tetrahydro-1,8-naphthyridin-2-yl)butanamide 12,13-bis(2,5-dioxo-2,5-dihydro-1H-pyrrol-1-yl)-6,11,14,19-tetraoxo-5,10,15,20-tetraazatetracosane-1,24-dioate O=C1N(C(C=C1)=O)C(C(NCCCC(NCCCC(=O)O)=O)=O)C(C(NCCCC(NCCCC(=O)O)=O)=O)N1C(C=CC1=O)=O.COCCNC(CCCC1=NC=2NCCCC2C=C1)=O